rac-5-(benzyloxy)-2-methyl-N-(cis-2-methylpiperidin-4-yl)benzofuran-3-carboxamide C(C1=CC=CC=C1)OC=1C=CC2=C(C(=C(O2)C)C(=O)N[C@@H]2C[C@@H](NCC2)C)C1 |r|